C(C)(C)(C)[As](C(C)(C)C)C(C)(C)C tri-tert-butylarsine